CC1=C(N2C=C(C=C2C=C1C(=O)O)C1=CN=CN1C)C(C)N1CCOCC1 6-methyl-2-(1-methyl-1H-imidazol-5-yl)-5-(1-morpholinoethyl)indolizine-7-carboxylic acid